(S)-5-((2,6-diethyl-3,4-dihydroquinolin-1(2H)-yl)sulfonyl)-2-((tetrahydro-2H-pyran-4-yl)methoxy)benzoic acid methyl ester COC(C1=C(C=CC(=C1)S(=O)(=O)N1[C@H](CCC2=CC(=CC=C12)CC)CC)OCC1CCOCC1)=O